[Si](C)(C)(C(C)(C)C)OC[C@@H]1CC[C@H](CC1)CN1CCC(CC1)C1=C(C=C(C=C1)NC(OCC1=CC=CC=C1)=O)F trans-benzyl (4-(1-((4-(((tert-butyldimethylsilyl)oxy)methyl)cyclohexyl)methyl)piperidin-4-yl)-3-fluorophenyl)carbamate